N[C@@H](CC(=O)OC(C)(C)C)C(=O)NC=1SC=C(C1C(C1=CC=C(C=C1)Cl)=O)C Tert-butyl (S)-3-amino-4-((3-(4-chlorobenzoyl)-4-methylthiophen-2-yl)amino)-4-oxobutanoate